2-(4-Bromophenyl)-2-chloro-N-(3-fluorophenyl)acetamide BrC1=CC=C(C=C1)C(C(=O)NC1=CC(=CC=C1)F)Cl